ClC=1C=C(C=CC1)OB(O)O m-chlorophenylboric acid